N~2~-(6-methoxy-2-methyl-1,2,3,4-tetrahydroisoquinolin-7-yl)-N~7~-[(1,2,5-thiadiazol-3-yl)methyl]quinazoline-2,7-diamine COC=1C=C2CCN(CC2=CC1NC1=NC2=CC(=CC=C2C=N1)NCC1=NSN=C1)C